N1(CCCCCC1)C1=NC(=NC(=C1C(=O)OC)C[C@]1(CCC2=C(C=CC=C12)Cl)N[S@](=O)C(C)(C)C)Cl methyl 4-(azepan-1-yl)-6-(((S)-1-(((R)-tert-butylsulfinyl)amino)-4-chloro-2,3-dihydro-1H-inden-1-yl)methyl)-2-chloropyrimidine-5-carboxylate